ClC1=CC=C(C=C1)C=CC(=O)C1=CC=C(C=C1)OC 3-(4-Chlorophenyl)-1-(4-methoxyphenyl)prop-2-en-1-one